[2-Chloro-5-(3-chlorophenyl)-3-pyridyl]methanesulfonate ClC1=NC=C(C=C1CS(=O)(=O)[O-])C1=CC(=CC=C1)Cl